1-hexyl-dimethyl-chlorosilane C(CCCCC)[Si](Cl)(C)C